6-methyl-3,4-epoxycyclohexylmethyl-6-methyl-3,4-epoxycyclohexylformate CC1CC2C(CC1CC1(CC3C(CC1C)O3)C(=O)[O-])O2